N-(3-Aminophenyl)sulfonyl-6-tert-butyl-2-(4-isopropylphenyl)pyridin-3-carboxamid NC=1C=C(C=CC1)S(=O)(=O)NC(=O)C=1C(=NC(=CC1)C(C)(C)C)C1=CC=C(C=C1)C(C)C